2-(1-methyl-3-(5,6,7,8-tetrahydronaphthalen-1-yl)ureido)-5-oxo-5H-thieno[3,2-b]pyran-6-carboxylic acid CN(C(=O)NC1=CC=CC=2CCCCC12)C1=CC=2OC(C(=CC2S1)C(=O)O)=O